FCCCCCCCCCC 1-Fluorodecane